NC1=NC=CC=C1C1=NC=2C(=NC(=CC2)N2N=CC=C2)N1C=1C=C2CCC(C2=CC1)NCC1(CCNCC1)F 4-(((5-(2-(2-aminopyridin-3-yl)-5-(1H-pyrazol-1-yl)-3H-imidazo[4,5-b]pyridin-3-yl)-2,3-dihydro-1H-inden-1-yl)amino)methyl)-4-fluoropiperidin